ClC=1C=CC=C2C=C(N=CC12)C=1C=CC(=NC1)CCC1CCN(CC1)C(=O)OC(C)(C)C tert-butyl 4-[2-[5-(8-chloro-3-isoquinolyl)-2-pyridyl]ethyl]piperidine-1-carboxylate